4-(4-((6-((1-acryloylpiperidin-4-yl)amino)-7-methoxyquinazolin-4-yl)amino)-3-fluorophenoxy)-N-methylpicolinamide methyl-2-phenyl-2-ketoethanoate (methyl-benzoylformate) CC1=C(C(=O)C(=O)O)C=CC=C1.COC(C(=O)C1=CC=CC=C1)=O.C(C=C)(=O)N1CCC(CC1)NC=1C=C2C(=NC=NC2=CC1OC)NC1=C(C=C(OC2=CC(=NC=C2)C(=O)NC)C=C1)F